(5-(2-fluorophenyl)-7-(5-methoxypyridin-3-yl)-7H-pyrrolo[2,3-d]pyrimidin-4-yl)piperazine-1-carboxylic acid ethyl ester C(C)OC(=O)N1C(CNCC1)C=1C2=C(N=CN1)N(C=C2C2=C(C=CC=C2)F)C=2C=NC=C(C2)OC